tert-butyl 4-{[(6-chloropyrimidin-4-yl) carbamoyl] methyl}-1,4-diazacycloheptane-1-carboxylate ClC1=CC(=NC=N1)NC(=O)CN1CCN(CCC1)C(=O)OC(C)(C)C